SC1=CC(=C(C(=C1)CC)O)CC 4-mercapto-2,6-diethylphenol